CN1C(C(N(C(C1=O)=O)C)=O)(SSC(C1=CC=CC=C1)(C1=CC=CC=C1)C1=CC=CC=C1)CC1=CN(C2=CC=CC=C12)C(=O)OC(C)(C)C tert-butyl 3-((1,4-dimethyl-3,5,6-trioxo-2-(trityldisulfaneyl)piperazin-2-yl)methyl)-1H-indole-1-carboxylate